N(=O)N(O)C1=CC=CC2=CC=CC=C12 nitroso-naphthylhydroxylamine